S1N=C(C=C1)CCO 2-(isothiazol-3-yl)ethan-1-ol